C1(=CC(=CC=C1)C(=C)C1=C(N)C=CC=C1)C 2-(1-(m-tolyl)vinyl)aniline